FC1(CN(CCC1)C=1SC2=C(N1)C=C(C=C2)NC(=O)C=2C=CC1=C(CCO1)C2)F 2,3-dihydro-benzofuran-5-carboxylic acid [2-(3,3-difluoro-piperidin-1-yl)-benzothiazol-5-yl]-amide